NC1CCC(CC1)COC1=NC(=NC=C1C(F)(F)F)NC=1C=NN(C1Cl)C1CCS(CC1)(=NCC)=O (1s,4s)-4-(4-((4-(((1r,4r)-4-aminocyclohexyl)methoxy)-5-(trifluoromethyl)pyrimidin-2-yl)amino)-5-chloro-1H-pyrazol-1-yl)-1-(ethylimino)hexahydro-1λ6-thiopyran 1-oxide